7-(4-((3,4-dihydro-2H-benzo[b][1,4]dioxepin-7-yl)oxy)piperidin-1-yl-4-d)-2,8-dimethyl-4H-pyrimido[1,2-b]pyridazin-4-one O1C2=C(OCCC1)C=C(C=C2)OC2(CCN(CC2)C=2C(=CC=1N(N2)C(C=C(N1)C)=O)C)[2H]